N-(3-((4-hydroxy-4-methyltetrahydrofuran-3-yl)oxy)-1-(methyl-d3)-1H-pyrazol-4-yl)formamide OC1(C(COC1)OC1=NN(C=C1NC=O)C([2H])([2H])[2H])C